ClC1=CC(=C2C=CNC2=C1Cl)OCC(CO)C 3-((6,7-dichloro-1H-indol-4-yl)oxy)-2-methylpropan-1-ol